N-tert.octyl-acrylamide C(C)(C)(CC(C)(C)C)NC(C=C)=O